FC(C(C(C(C(O)(F)F)(F)F)(F)F)(F)F)(O)F Perfluoro-1,5-pentanediol